ClC1=C(C=CC(=C1)Cl)C=1CCCC2=C(C1C1=CC=C(C=C1)N[C@H]1CN(CC1)C(=O)OC(C)(C)C)C=CC(=C2)C(=O)OC tert-butyl (R)-3-((4-(8-(2,4-dichlorophenyl)-3-(methoxycarbonyl)-6,7-dihydro-5H-benzo[7]annulen-9-yl)phenyl)amino)pyrrolidine-1-carboxylate